OCCCC#C 5-hydroxypentanyne